3-fluoro-2-hydroxy-5-(3-(4-(pyrrolidin-1-yl)phenyl)pyrrolidine-1-carbonyl)benzaldehyde FC=1C(=C(C=O)C=C(C1)C(=O)N1CC(CC1)C1=CC=C(C=C1)N1CCCC1)O